C1(=CC=CC=C1)C1=CC=CC=2C3=C(SC21)C(=CC=C3)C=3C=C(C=C(C3)C3=CC=CC=C3)C3=NC(=NC(=N3)C3=CC=2C(C1=CC=CC=C1C2C=C3)(C)C)C3=CC=CC=C3 2-(5-(6-phenyldibenzothiophene-4-yl)-1,1'-biphenyl-3-yl)-4-(9,9-dimethylfluorene-2-yl)-6-phenyl-1,3,5-triazine